(1R,10R,13R,15S)-9,9,13-Trimethyl-5-pentyl-8,14-dioxatetracyclo[8.5.0.02,7.013,15]pentadeca-2,4,6-trien-3-ol CC1(OC2=CC(=CC(=C2[C@@H]2[C@@H]3O[C@@]3(CC[C@@H]12)C)O)CCCCC)C